CC/1(CN(CC\C1=C/C#C)C(=O)OC(C)(C)C)C tert-Butyl (4E)-3,3-dimethyl-4-prop-2-ynylidene-piperidine-1-carboxylate